C(C)(C)(C)N1C(CCC1)=O N-t-butylpyrrolidone